4-bromo-6-fluoro-1,2-dihydropyridin-2-one BrC1=CC(NC(=C1)F)=O